C(C)(C)(C)OC(=O)N1C(CNCC1)(C)C dimethylpiperazine-1-carboxylic acid tert-butyl ester